FC1=C(C(=C(C(=C1F)S(N)(=O)=O)F)F)S(=O)(=O)CCC(=O)O 3-((2,3,5,6-tetrafluoro-4-sulfamoylphenyl)sulfonyl)propionic acid